BrC1=CN(C2=C1N=CN=C2N2C[C@H](N(C[C@@H]2C)C(=O)OC(C)(C)C)C([2H])([2H])[2H])C2=C(C=CC=C2)F tert-Butyl (2R,5S)-4-(7-bromo-5-(2-fluorophenyl)-5H-pyrrolo[3,2-d]pyrimidin-4-yl)-5-methyl-2-(methyl-d3)piperazine-1-carboxylate